C(CCC)(=O)NC=1C(=C(C(=O)O)C(=C(C1I)NC(CCC)=O)I)I 3,5-bis(butyrylamino)-2,4,6-triiodobenzoic acid